BrC=1C(=CC=2N(C1)C=NN2)C 6-bromo-7-methyl-[1,2,4]triazolo[4,3-a]pyridine